4-[3,5-bis(trifluoromethyl)phenoxy]-3-cyano-N-(1,2,4-thiadiazol-5-yl)benzene-1-sulfonamide FC(C=1C=C(OC2=C(C=C(C=C2)S(=O)(=O)NC2=NC=NS2)C#N)C=C(C1)C(F)(F)F)(F)F